(2-(1-(6,7-dimethoxyquinazolin-4-yl) piperidin-4-yl) ethyl) phosphonate P(OCCC1CCN(CC1)C1=NC=NC2=CC(=C(C=C12)OC)OC)([O-])=O